5-(2-hydroxyethyl)thiazolium nitrate salt [N+](=O)([O-])[O-].OCCC1=C[NH+]=CS1